N1(N=NC=C1)CCC(=O)N1CC(=CCC1)C1=CC(=C2C=C(NC2=C1F)C(=O)OC)B1OC(C(O1)(C)C)(C)C Methyl 6-(1-(3-(1H-1,2,3-triazol-1-yl)propanoyl)-1,2,5,6-tetrahydropyridin-3-yl)-7-fluoro-4-(4,4,5,5-tetramethyl-1,3,2-dioxaborolan-2-yl)-1H-indole-2-carboxylate